ClC1=CC=C2C(=C1)NC(C21N(C(C=2N=C(N(C21)C(C)C)C=2C(=NC(=NC2)OCC)OC)=O)C2=CC(=CC=C2)Cl)=O 6-chloro-5'-(3-chlorophenyl)-2'-(2-ethoxy-4-methoxypyrimidin-5-yl)-3'-isopropyl-3'H-spiro[indoline-3,4'-pyrrolo[3,4-d]imidazole]-2,6'(5'H)-dione